ammonium Nonylphenol C(CCCCCCCC)C1=C(C=CC=C1)O.[NH4+]